methyl 3-bromo-5-fluoro-2-nitrobenzoate BrC=1C(=C(C(=O)OC)C=C(C1)F)[N+](=O)[O-]